3-(4-iodophenyl)propanoic acid IC1=CC=C(C=C1)CCC(=O)O